C=C1C(C1)CCCCC=O 5-(methylenecyclopropyl)-valeraldehyde